2-(6-methyl-4-(3-methyl-3-phenylpyrrolidin-1-yl)-2-oxopyridin-1(2H)-yl)acetaldehyde CC1=CC(=CC(N1CC=O)=O)N1CC(CC1)(C1=CC=CC=C1)C